8-(trans-4-aminocyclohexyloxy)-N7,N7-diethyl-5,5-dimethyl-6H-benzo[H]quinazoline-4,7-diamine N[C@@H]1CC[C@H](CC1)OC1=CC=C2C(CC(C=3C(=NC=NC23)N)(C)C)=C1N(CC)CC